3-(5-methyl-1,3-thiazol-2-yl)-5-{[(2S)-5-oxomorpholin-2-yl]methoxy}benzoic acid CC1=CN=C(S1)C=1C=C(C(=O)O)C=C(C1)OC[C@@H]1CNC(CO1)=O